tert-butyl (2R,5S)-4-(7-bromo-2,8-dichloro-6-(trifluoromethyl)quinazolin-4-yl)-2,5-dimethylpiperazine-1-carboxylate BrC1=C(C=C2C(=NC(=NC2=C1Cl)Cl)N1C[C@H](N(C[C@@H]1C)C(=O)OC(C)(C)C)C)C(F)(F)F